N-(2'-(hydroxymethyl)-4-((methylamino)methyl)-[1,1'-biphenyl]-2-yl)benzenesulfonamide OCC1=C(C=CC=C1)C1=C(C=C(C=C1)CNC)NS(=O)(=O)C1=CC=CC=C1